1-(3-(2-(4-Fluorobenzyloxy)naphthalen-1-yl)-propyl)-4-methylpiperazine FC1=CC=C(COC2=C(C3=CC=CC=C3C=C2)CCCN2CCN(CC2)C)C=C1